1-[6-[3,5-bis(difluoromethyl)pyrazol-1-yl]-5-(difluoromethyl)-2-pyridyl]-N-(6-methylpyridazin-3-yl)-6-(oxetan-3-yloxy)benzimidazol-5-amine FC(C1=NN(C(=C1)C(F)F)C1=C(C=CC(=N1)N1C=NC2=C1C=C(C(=C2)NC=2N=NC(=CC2)C)OC2COC2)C(F)F)F